C(#N)C=1C=CC(=C(C1)C1=CC(=NC=C1C(=O)NC=1SC2=C(N1)CN(C2)C(C2=CC(=C(C=C2)F)C(F)F)=O)C)OC 4-(5-Cyano-2-methoxyphenyl)-N-(5-(3-(difluoromethyl)-4-fluorobenzoyl)-5,6-dihydro-4H-pyrrolo[3,4-d]thiazol-2-yl)-6-methyl-nicotinamide